C(C)O[Si](CCCNCCN)(OCC)OCC Triethoxy(aminoethylaminopropyl)silan